3-(3-fluorophenyl)-1,5-dimethyl-1H-pyrrole-2,4-dicarboxylic acid FC=1C=C(C=CC1)C1=C(N(C(=C1C(=O)O)C)C)C(=O)O